[Si](C)(C)(C(C)(C)C)O[Si](C)(C)C(C)(C)C t-butyldimethylsilyl ether